C(C)(C)(C)OC(=O)N1CC(N(CC1)C=1C2=C(N(C(N1)=O)C=1C(=NC=CC1C)C(C)C)N=C(C(=C2)Cl)Cl)C 4-(6,7-dichloro-1-(2-isopropyl-4-methylpyridin-3-yl)-2-oxo-1,2-dihydropyrido[2,3-d]pyrimidin-4-yl)-3-methylpiperazine-1-carboxylic acid tert-butyl ester